C[C@@H]1N(C[C@H](N(C1)C(C=C)=O)C)C=1C2=C(N(C(N1)=O)C=1C(=NC=CC1C)C(C)C)N=C(C(=C2)F)C2=C(C(=O)N)C=CC=C2F (M)-2-[4-[(2S,5R)-2,5-Dimethyl-4-prop-2-enoyl-piperazin-1-yl]-6-fluoro-1-(2-isopropyl-4-methyl-3-pyridyl)-2-oxo-pyrido[2,3-d]pyrimidin-7-yl]-3-fluoro-benzamide